diacetic acid monodecanoate C(CCCCCCCCC)(=O)O.C(C)(=O)O.C(C)(=O)O